N1=CN=CC=2C(=CC(=CC12)N)N quinazoline-5,7-diamine